NC1=C(C(=O)[O-])C=CC=C1.[Ca+2].NC1=C(C(=O)[O-])C=CC=C1 Calcium Aminobenzoat